C1(CC1)C1=C[C@@H](N(C1)C(=O)OC(C)(C)C)CO tert-butyl (2R)-4-cyclopropyl-2-(hydroxymethyl)-2,5-dihydropyrrole-1-carboxylate